(R)-8-(8-(1H-indol-7-yl)-7-methylimidazo[1,2-c]pyrimidin-5-yl)-8-azaspiro[4.5]decan-1-amine N1C=CC2=CC=CC(=C12)C=1C=2N(C(=NC1C)N1CCC3(CCC[C@H]3N)CC1)C=CN2